CN1C(CNCC1)=O n-methylpiperazinone